C1(CC1)N1[C@H]([C@H]1C1CC1)C(=O)O (2R,3R)-1,3-dicyclopropylaziridine-2-carboxylic acid